4'-chloro-6-(chloromethyl)-3,3,4,4-tetramethyl-2,3,4,5-tetrahydro-1,1'-biphenyl ClC1=CC=C(C=C1)C=1CC(C(CC1CCl)(C)C)(C)C